C(C)(C)(C)OC(=O)NCC1C(C1)COC1=C(C=C(\C=C/2\C(C(=C(S2)NC2=CC=CC=C2)C(=O)OCC)=O)C=C1)O rel-ethyl (Z)-5-(4-((2-(((tert-butoxycarbonyl)amino)methyl)cyclopropyl)methoxy)-3-hydroxybenzylidene)-4-oxo-2-(phenylamino)-4,5-dihydrothiophene-3-carboxylate